2-[4,6-bis(2,4-xylyl)-1,3,5-triazin-2-yl]-5-octyloxyphenol C1(=C(C=C(C=C1)C)C)C1=NC(=NC(=N1)C1=C(C=C(C=C1)C)C)C1=C(C=C(C=C1)OCCCCCCCC)O